ClC1=CC(=C(C=C1)C1CN(CC1)C(=O)OC(C)(C)C)F tert-butyl 3-(4-chloro-2-fluorophenyl)pyrrolidine-1-carboxylate